CC(C(=O)OC)(CC#CC1=NN(C(C(=C1)C(F)(F)F)=O)COCC[Si](C)(C)C)C methyl 2,2-dimethyl-5-[6-oxo-5-(trifluoromethyl)-1-(2-trimethylsilylethoxymethyl)pyridazin-3-yl]pent-4-ynoate